tert-butyl-(5-(4,4,5,5-tetramethyl-1,3,2-dioxaborolan-2-yl) pyridin-2-yl) carbamate C(N)(OC1=NC=C(C=C1C(C)(C)C)B1OC(C(O1)(C)C)(C)C)=O